1-[2-(aminomethyl)-3,3-difluoro-allyl]-4-[5-(1,3-benzodioxol-5-yl)-3-pyridinyl]tetrazol-5-one NCC(CN1N=NN(C1=O)C=1C=NC=C(C1)C1=CC2=C(OCO2)C=C1)=C(F)F